[Cl-].C(=O)(O)C[N+](CCCCCCCCCCCCCCCCCC)(C)C (carboxymethyl)dimethyl-(octadecyl)ammonium chloride